N2-[4-[(4-tert-butylpiperazin-1-yl)methyl]phenyl]-N4-[2-(6-methyl-2-pyridyl)pyrimidin-4-yl]pyrimidine-2,4-diamine C(C)(C)(C)N1CCN(CC1)CC1=CC=C(C=C1)NC1=NC=CC(=N1)NC1=NC(=NC=C1)C1=NC(=CC=C1)C